2,5-bis(2-octyldodecyl)-3,6-bis(5-(trimethylstannyl)thiophene-2-yl)-2,5-dihydropyrrolo[3,4-c]pyrrole-1,4-dione C(CCCCCCC)C(CN1C(C2=C(N(C(C2=C1C=1SC(=CC1)[Sn](C)(C)C)=O)CC(CCCCCCCCCC)CCCCCCCC)C=1SC(=CC1)[Sn](C)(C)C)=O)CCCCCCCCCC